OC1=C(C=CC=C1)NC(C)=O N-(2-hydroxyphenyl)acetamide